OC1C=CC2C3CCC(C12)C3 5-Hydroxytricyclo[5.2.1.02,6]dec-3-ene